ClC1=CC2=C(C(=N1)CC)N=C(N2)C=2C(NC1=CC=NC(=C1C2)C2=C(C=CC=C2OC([2H])([2H])[2H])F)=O 3-(6-chloro-4-ethyl-1H-imidazo[4,5-c]pyridin-2-yl)-5-{2-fluoro-6-[(2H3)methyloxy]phenyl}-1,6-naphthyridin-2(1H)-one